4-(1-(5-(difluoromethyl)-1,3,4-thiadiazol-2-yl)-6-(N-(1-methylcyclopropyl) sulfamoyl)-1H-indazol-4-yl)-2,6-dimethylpiperazine-1-carboxylate FC(C1=NN=C(S1)N1N=CC2=C(C=C(C=C12)S(NC1(CC1)C)(=O)=O)N1CC(N(C(C1)C)C(=O)[O-])C)F